FC1=CC=C(C=C1)[C@H](C1CCNCC1)C1=CC=C(C=C1)C |o1:7| (R or S)-4-[(4-fluorophenyl)(p-tolyl)methyl]piperidine